6-((2S,4S)-4-((5-(2H-1,2,3-triazol-2-yl)pyridin-2-yl)oxy)-2-((difluoromethoxy)methyl)pyrrolidin-1-yl)nicotinic acid N=1N(N=CC1)C=1C=CC(=NC1)O[C@H]1C[C@H](N(C1)C1=NC=C(C(=O)O)C=C1)COC(F)F